C(#N)[C@H]1N(CSC1)C(CNC(=O)C1=CC=NC2=CC=C(C=C12)N1[C@@H](CCC1)C)=O N-(2-((R)-4-cyanothiazolidin-3-yl)-2-oxoethyl)-6-((R)-2-methylpyrrolidin-1-yl)-quinoline-4-carboxamide